OC(CN(CCCC(=O)OCCN1CCN(CC1)CCSSCCCN(CC(CCCCCC\C=C/CCCCCCCC)O)CC(CCCCCC\C=C/CCCCCCCC)O)CC(CCCCCCCC)O)CCCCCCCC 2-(4-(2-((3-(Bis((Z)-2-hydroxyoctadec-9-en-1-yl)amino)propyl)disulfaneyl)ethyl)piperazin-1-yl)ethyl 4-(bis(2-hydroxydecyl)amino)butanoate